ONC(=O)C1N(C2CC2(C1)C)C(CNC(C1=CC=C(C=C1)OC1=CC=CC=C1)=O)=O N-hydroxy-5-methyl-2-((4-phenoxybenzoyl)glycinyl)-2-azabicyclo[3.1.0]hexane-3-carboxamide